N-cyclopropyl-2-(2-fluoro-4-iodoanilino)-5-[[3-fluoro-2-(methylsulfamoylamino)pyrid-4-yl]methyl]-1-methyl-6-oxopyridine-3-carboxamide C1(CC1)NC(=O)C1=C(N(C(C(=C1)CC1=C(C(=NC=C1)NS(NC)(=O)=O)F)=O)C)NC1=C(C=C(C=C1)I)F